C1(CCCC1)CN1C[C@H]([C@@H](CC1)N1N=CC(=C1)C1(NC=C(C(=N1)NCC#C)C(F)(F)F)N)F 2-(1-((trans)-1-(cyclopentylmethyl)-3-fluoropiperidin-4-yl)-1H-pyrazol-4-yl)-N4-(prop-2-yn-1-yl)-5-(trifluoromethyl)pyrimidine-2,4-diamine